FC(OC1=NC=CC(=C1CN1C(C2=CC=CC=C2C1=O)=O)I)F 2-((2-(difluoromethoxy)-4-iodopyridin-3-yl)methyl)isoindoline-1,3-dione